C(N)(=O)OC(C)C1=CC=CC=C1 Phenylethanol Carbamat